tert-butyl 4-(2,2-dimethyl-3-((3-(trifluoromethyl) pyridin-2-yl) oxy) propanamido)-3-fluoropiperidine-1-carboxylate CC(C(=O)NC1C(CN(CC1)C(=O)OC(C)(C)C)F)(COC1=NC=CC=C1C(F)(F)F)C